{5-methoxy-2-oxo-1H,4H-pyrido[4,3-d]pyrimidin-3-yl}acetic acid COC1=NC=CC=2NC(N(CC21)CC(=O)O)=O